(dimethylamino)hexane-1,2,3,4,5-pentol CN(C)C(C(C(C(C(C)O)O)O)O)O